N1=C2N(C(=C1)B(O)O)CCC2 [5H,6H,7H-pyrrolo[1,2-a]imidazol-3-yl]boronic acid